C(C)(C)(C)OC(=O)N1CCC(CC1)C(S(=O)(=O)C1=CC=C(C=C1)C(F)(F)F)F.BrC=1C=C(C(=C(C1)/C=C/C(=O)C=1C=NC(=CC1)OC)O)OC (E)-3-(5-bromo-2-hydroxy-3-methoxyphenyl)-1-(6-methoxypyridin-3-yl)prop-2-en-1-one tert-Butyl-4-(fluoro((4-(trifluoromethyl)phenyl)sulfonyl)methyl)piperidine-1-carboxylate